(6-((methylamino)methyl)pyrimidin-4-yloxy)-1H-indole-1-carboxamide CNCC1=CC(=NC=N1)OC=1N(C2=CC=CC=C2C1)C(=O)N